N-(6-methyl-pyridin-2-yl)-5-trifluoromethyl-phthalamic acid CC1=CC=CC(=N1)NC(C=1C(C(=O)O)=CC(=CC1)C(F)(F)F)=O